C(CCC)C(CC(C(C(=O)O)S(=O)(=O)O)(C(=O)O)CC(CCCCCC)CCCC)CCCCCC.NC1=C(C(=NC=C1C(=O)N)OC1=C(C=C(C=C1)C#N)OC)C1=C(C(=CC=C1C)OC)C 4-Amino-6-(4-cyano-2-methoxyphenoxy)-5-(3-methoxy-2,6-dimethylphenyl)nicotinamide bis(2-butyloctyl)-sulfosuccinate